C(C1=CC=CC=C1)OC=1C=C2CCNC(C2=CC1OC)/C=C/C1=CN=C2N1C=C(C=C2)C(=O)OC Methyl (E)-3-(2-(6-(benzyloxy)-7-methoxy-1,2,3,4-tetrahydroisoquinolin-1-yl)vinyl)imidazo[1,2-a]pyridine-6-carboxylate